methyl (4S)-5-amino-4-[5-[3-(dimethoxymethyl)azetidin-1-yl]-1-oxo-isoindolin-2-yl]-5-oxo-pentanoate NC([C@H](CCC(=O)OC)N1C(C2=CC=C(C=C2C1)N1CC(C1)C(OC)OC)=O)=O